OC[C@H](C1=CC=CC=C1)NC1=NC(=NC=C1C=1OC(=NN1)C)NC1=CC=C2CC(N(CC2=C1)C)=O 7-[[4-[[(1S)-2-hydroxy-1-phenyl-ethyl]amino]-5-(5-methyl-1,3,4-oxadiazol-2-yl)pyrimidin-2-yl]amino]-2-methyl-1,4-dihydroisoquinolin-3-one